tert-butyl 2-ethylhexaneperoxoate C(C)C(C(=O)OOC(C)(C)C)CCCC